S-furfuryl methyl trithiocarbonate C(SCC1=CC=CO1)(SC)=S